N1(C=NC=C1)CC=1C=C(C2=C(C(N(CCO2)C2=C3C=C(C=NC3=CC=C2)OC)=O)C1)C=1C(=NN(C1)C)C(F)(F)F 7-((1H-imidazol-1-yl)methyl)-4-(3-methoxyquinolin-5-yl)-9-(1-methyl-3-(trifluoromethyl)-1H-pyrazol-4-yl)-3,4-dihydrobenzo[f][1,4]oxazepin-5(2H)-one